[N+](=O)([O-])C=1C(=NC=CC1)S 3-nitro-2-pyridinethiol